(5S,10R)-12-(12-azidododecyl)-5-methyl-10,11-dihydro-5H-5,10-epiminodibenzo-[a,d][7]annulene N(=[N+]=[N-])CCCCCCCCCCCCN1[C@@]2(C3=C([C@H]1CC1=C2C=CC=C1)C=CC=C3)C